3-(hydrazinocarbonyl)azetidine-1-carboxylic acid tert-butyl ester C(C)(C)(C)OC(=O)N1CC(C1)C(=O)NN